NC=1C=CC(=C(C(=O)NC=2SC(=CN2)[N+](=O)[O-])C1)OCC 5-amino-2-ethoxy-N-(5-nitrothiazol-2-yl)benzamide